FC=1C=C(C(=CC1)C1=CC(=CC=C1)F)C(=O)O 4,3'-difluoro-1,1'-biphenyl-2-carboxylic acid